3-chloro-2-(6-((2-hydroxyethyl)amino)pyridazin-3-yl)-5-(trifluoromethyl)phenol ClC=1C(=C(C=C(C1)C(F)(F)F)O)C=1N=NC(=CC1)NCCO